C(CC=C)C1=CC2=C(C(NC=C2C=2C=C(C3=C(NC=N3)C2)C(=O)N2CCOCC2)=O)N1S(=O)(=O)C1=CC=C(C)C=C1 (but-3-en-1-yl)-4-(4-(morpholine-4-carbonyl)-1H-benzo[d]imidazol-6-yl)-1-tosyl-1H-pyrrolo[2,3-c]pyridin-7(6H)-one